(2S,3R)-N-(4-fluoro-3-methylphenyl)-3-hydroxy-1-(6-methyl-4-(trifluoromethyl)pyridin-2-yl)-N-(3-(pyrrolidin-1-yl)propyl)pyrrolidine-2-carboxamide FC1=C(C=C(C=C1)N(C(=O)[C@H]1N(CC[C@H]1O)C1=NC(=CC(=C1)C(F)(F)F)C)CCCN1CCCC1)C